2-propanol, sodium salt [Na].CC(C)O